OC1=CC=C(C=C1)C(C=CC1=CC=C(C=C1)Br)=O 1-(4-hydroxyphenyl)-3-(4-bromophenyl)-2-propen-1-one